tert-butyl (S)-4-((5-chloropyridin-2-yl) methyl)-2-methylpiperazine-1-carboxylate ClC=1C=CC(=NC1)CN1C[C@@H](N(CC1)C(=O)OC(C)(C)C)C